2,5-Diethyl-3,6-dimethyl-4-butoxy-phenol C(C)C1=C(C(=C(C(=C1C)OCCCC)CC)C)O